(3-(3-(4-(trifluoromethyl)phenyl)-1H-indazol-1-yl)cyclopentyl)acrylamide FC(C1=CC=C(C=C1)C1=NN(C2=CC=CC=C12)C1CC(CC1)C(C(=O)N)=C)(F)F